[Si](C)(C)(C(C)(C)C)OCC1=CC(=C(C=C1)NC(=S)NC(OCC)=O)Cl ethyl N-[[4-[[tert-butyl(dimethyl)silyl]oxymethyl]-2-chloro-phenyl] carbamothioyl]carbamate